C(C)(C)(C)C1SC[C@@](N1C=O)(C(=O)OC)C methyl (4S)-2-tert-butyl-3-formyl-4-methyl-thiazolidine-4-carboxylate